C(CCC)N1CC(O[Sn]2(OC(C1)(C)C)OC(CN(CCO2)CCCC)(C)C)(C)C 4,12-dibutyl-2,2,6,6,10,10-hexamethyl-1,7,9,15-tetraoxa-4,12-diaza-8-stannaspiro[7.7]pentadecane